COCCOCC(=O)NC1=C(C=C(C=C1)NC=1N=CC2=C(N1)CN(CC2)C2=C(C1=C(OCCN1C(=O)[O-])N=C2)C)C 7-[2-({4-[2-(2-methoxyethoxy) acetamido]-3-methylphenyl} amino)-5H,6H,7H,8H-pyrido[3,4-d]pyrimidin-7-yl]-8-methyl-1H,2H,3H-pyrido[2,3-b][1,4]oxazine-1-carboxylate